6-(1-benzyl-1H-pyrazole-4-carbonyl)-2-(2,2-dimethylcyclopropane-1-carbonyl)-N-((2S,3R)-3-methoxy-1-(methylamino)-1-oxobutan-2-yl)-2,6-diazaspiro[3.4]octane-8-carboxamide C(C1=CC=CC=C1)N1N=CC(=C1)C(=O)N1CC2(CN(C2)C(=O)C2C(C2)(C)C)C(C1)C(=O)N[C@H](C(=O)NC)[C@@H](C)OC